N1N=CC=2C1=NC=C(C2)C=2C=C1N(N2)CCC12CN(C2)C(=O)OC(C)(C)C tert-butyl 2'-(1H-pyrazolo[3,4-b]pyridin-5-yl)-5',6'-dihydrospiro[azetidine-3,4'-pyrrolo[1,2-b]pyrazole]-1-carboxylate